C(CC)C1CC=CC1 4-propyl-1-cyclopenten